N-(4-(3-((TERT-BUTYLDIMETHYLSILYL)OXY)AZETIDINE-1-CARBONYL)-3-CHLOROPHENYL)-3-PHENYL-4-(TRIFLUOROMETHYL)ISOTHIAZOLE-5-CARBOXAMIDE [Si](C)(C)(C(C)(C)C)OC1CN(C1)C(=O)C1=C(C=C(C=C1)NC(=O)C1=C(C(=NS1)C1=CC=CC=C1)C(F)(F)F)Cl